C(#N)C1=C(C(=CC=C1)C=1C=NC(=CC1)C1CC1)NC(=O)N1CCC(CC1)(C1=CC=CC=C1)C N-(2-cyano-6-(6-cyclopropylpyridin-3-yl)phenyl)-4-methyl-4-phenylpiperidine-1-carboxamide